2-(5-(2-hydroxypropan-2-yl)-1,3,4-oxadiazol-2-yl)thiazole-4-carboxylic acid OC(C)(C)C1=NN=C(O1)C=1SC=C(N1)C(=O)O